5,6-dichloro-1-β-D-ribofuranosyl-1H-benzimidazole ClC1=CC2=C(N(C=N2)[C@H]2[C@H](O)[C@H](O)[C@H](O2)CO)C=C1Cl